ClC1=CC(=C(C=C1)S(=O)(=O)N1[C@@H](CCC1)C(=O)O)OCCCCCNC1CCC(CC1)(F)F ((4-Chloro-2-((5-((4,4-difluorocyclohexyl)amino)pentyl)oxy)phenyl)sulfonyl)-L-proline